P(=O)(OC(C(CNC(C1=C(C(=CC=C1C)C1=CC=2N(C=C1)N=C(N2)N)F)=O)(F)F)C2=CC=C(C=C2)F)(OC(C)(C)C)OC(C)(C)C 3-(3-(2-amino-[1,2,4]triazolo[1,5-a]pyridin-7-yl)-2-fluoro-6-methylbenzamido)-2,2-difluoro-1-(4-fluorophenyl)propyl di-tert-butyl phosphate